C1(=CC=CC=C1)OC(=O)N1C[C@H](CC1)OC=1C=C2CN(C(C2=CC1)=O)[C@H](C(=O)N)CCC(=O)OC(C)(C)C (S)-3-((2-((S)-1-amino-5-(tert-butoxy)-1,5-dioxopent-2-yl)-1-oxoisoindolin-5-yl)oxy)pyrrolidine-1-carboxylic acid phenyl ester